COC1=NC(=NC(=C1)OC)N(C(=O)NS(=O)(=O)C)S(NC)(=O)=O 1-(4,6-dimethoxypyrimidin-2-yl)-3-methylsulfonyl-(methyl)sulfamoyl-urea